(6,7-Dimethoxyquinazolin-4-yl)-1,4-diazacycloheptane-1-sulfonylamine hydrochloride Cl.COC=1C=C2C(=NC=NC2=CC1OC)NS(=O)(=O)N1CCNCCC1